4-(2-(2-(benzyloxy)ethoxy)ethoxy)-N,N-bis(3-methoxybenzyl)aniline C(C1=CC=CC=C1)OCCOCCOC1=CC=C(N(CC2=CC(=CC=C2)OC)CC2=CC(=CC=C2)OC)C=C1